OC(COC=1C=C2C(=C(N(C2=CC1)C1=C(C=CC=C1)C)C)Br)CNC(CO)(CO)CO 5-[2-hydroxy-3-(trimethylolmethylamino)-propoxy]-3-bromo-2-methyl-1-(methylphenyl)indole